3,6-di(2-naphthyl)fluorene C1=C(C=CC2=CC=CC=C12)C=1C=CC=2CC3=CC=C(C=C3C2C1)C1=CC2=CC=CC=C2C=C1